ClC1=C(N=C2N(C1=O)C=C(N=C2C2=C(C=C(C=C2)F)F)[C@H]2C[C@@H](O[C@H](C2)C=2C=NN(C2)C)C)C 3-chloro-9-(2,4-difluorophenyl)-2-methyl-7-((2S,4S,6R)-2-methyl-6-(1-methyl-1H-pyrazol-4-yl)tetrahydro-2H-pyran-4-yl)-4H-pyrazino[1,2-a]pyrimidin-4-one